(R)-4-(3-(difluoromethyl)benzyl)-2-methyl-7-nitro-3-oxo-3,4-dihydro-2H-benzo[b][1,4]oxazine-6-carbonitrile FC(C=1C=C(CN2C3=C(O[C@@H](C2=O)C)C=C(C(=C3)C#N)[N+](=O)[O-])C=CC1)F